8-amino-4-hydroxynaphthalene NC=1C=CC=C2C(=CC=CC12)O